tert-butyl (S)-3-(3-(2-(((tert-butyldiphenylsilyl)oxy)methyl)pyrrolidin-1-yl)propoxy)propanoate [Si](C1=CC=CC=C1)(C1=CC=CC=C1)(C(C)(C)C)OC[C@H]1N(CCC1)CCCOCCC(=O)OC(C)(C)C